4-(cyclopropylmethyl)-6-(6-(2-hydroxypropan-2-yl)pyridin-3-yl)-3,4-dihydropyrazino[2,3-b]pyrazin-2(1H)-one C1(CC1)CN1CC(NC2=NC=C(N=C21)C=2C=NC(=CC2)C(C)(C)O)=O